C(C(=C)C)(=O)OCCCCCCOC=O 6-(FORMYLOXY)HEXYL METHACRYLATE